3-fluoro-5-(tetramethyl-1,3,2-dioxaborolan-2-yl)pyridin-4-amine FC=1C=NC=C(C1N)B1OC(C(O1)(C)C)(C)C